2-((4-((pyridin-4-ylmethyl)sulfonyl)phenyl)thio)pyrimidin-4-amine N1=CC=C(C=C1)CS(=O)(=O)C1=CC=C(C=C1)SC1=NC=CC(=N1)N